CN1N=C(C(=C1)C1=CC=C(C[N+]2=NOC(=C2)[N-]C(NC2=CC(=NC=C2)C(F)(F)F)=O)C=C1)C (3-(4-(1,3-Dimethyl-1H-pyrazol-4-yl)benzyl)-1,2,3-oxadiazol-3-ium-5-yl)((2-(trifluoromethyl)-pyridin-4-yl)carbamoyl)amide